COC(=O)C1=CC=C(C=C1)[N+]1=CC=CC2=CC=CC=C12 N-(p-methoxycarbonylphenyl)quinolinium